Rac-(4bS,5S,6R,7S,7aR)-7a-(4-bromophenyl)-4-methoxy-6-(methylsulfonyl)-7-phenyl-5,6,7,7a-tetrahydro-4bH-cyclopenta[4,5]furo[2,3-c]pyridine-4b,5-diol BrC1=CC=C(C=C1)[C@]12[C@](C3=C(C=NC=C3OC)O1)([C@@H]([C@@H]([C@H]2C2=CC=CC=C2)S(=O)(=O)C)O)O |r|